OC1=CC=C(C=C1)C=1SC(=C(N1)C)C(=O)OCC ethyl 2-(4-hydroxyphenyl)-4-methyl-5-thiazolecarboxylate